C(#C)C1[C@H]2CNC[C@@H]12 (1S,5R)-6-ethynyl-3-azabicyclo[3.1.0]hexane